2-(9-(3-aminopropyl)-3,9-diazaspiro[5.5]undecan-3-yl)propane-1,3-diyl bis(2-hexyldecanoate) C(CCCCC)C(C(=O)OCC(COC(C(CCCCCCCC)CCCCCC)=O)N1CCC2(CC1)CCN(CC2)CCCN)CCCCCCCC